(R)-2-amino-N-(4-(chlorodifluoromethoxy)phenyl)-5-(2-(5-fluoropyrimidin-2-yl)-2,4-dihydropyrazolo[3',4':3,4]cyclopenta[1,2-b]pyridin-7-yl)-6-(3-fluoropyrrolidin-1-yl)nicotinamide NC1=C(C(=O)NC2=CC=C(C=C2)OC(F)(F)Cl)C=C(C(=N1)N1C[C@@H](CC1)F)C=1C=C2C(=NC1)CC=1C2=NN(C1)C1=NC=C(C=N1)F